2-((1-(tert-butoxycarbonyl)-3-isopropyl-2-(2-methylpyridin-4-yl)-1H-indol-5-yl)oxy)acetic acid C(C)(C)(C)OC(=O)N1C(=C(C2=CC(=CC=C12)OCC(=O)O)C(C)C)C1=CC(=NC=C1)C